BrC1=CC=C(C=C1)N(CC(CN1CCN(CC1)C(=O)OC(C)(C)C)O)C1=CC=CC=C1 tert-Butyl 4-(3-((4-bromophenyl)(phenyl)amino)-2-hydroxypropyl)piperazine-1-carboxylate